(R)-N-(3-(5-fluoropyrimidin-2-yl)-4-(trifluoromethyl)phenyl)-4-methoxyazepane-1-carboxamide FC=1C=NC(=NC1)C=1C=C(C=CC1C(F)(F)F)NC(=O)N1CC[C@@H](CCC1)OC